1-{1-[3-Chloro-5-(2,2,2-trifluoro-ethoxy)-phenyl]-ethyl}-3-spiro[3.3]hept-2-yl-urea ClC=1C=C(C=C(C1)OCC(F)(F)F)C(C)NC(=O)NC1CC2(C1)CCC2